6-chloro-N-[3-(dimethylamino)-2,2-difluoropropyl]-3-methyl-1H-pyrazolo[3,4-d]pyrimidin-4-amine ClC1=NC(=C2C(=N1)NN=C2C)NCC(CN(C)C)(F)F